C(C#CC)(=O)N[C@@H]1CCC=C(C1)C1=C2C(=C(NC2=C(C=C1F)C(=O)N)C)Cl |r| racemic-4-(5-(but-2-ynamido)cyclohex-1-en-1-yl)-3-chloro-5-fluoro-2-methyl-1H-indole-7-carboxamide